tert-butyl (2S,4R)-2-(hydroxymethyl)-4-(spiro[2.5]oct-6-en-6-ylmethyl)pyrrolidine-1-carboxylate OC[C@H]1N(C[C@@H](C1)CC=1CCC2(CC2)CC1)C(=O)OC(C)(C)C